[Si](C)(C)(C(C)(C)C)OC1=C(C=C(N)C=C1)Cl 4-((tert-butyldimethylsilyl)oxy)-3-chloroaniline